(5-((2,3-dichlorophenyl)thio)-6-methylpyrazin-2-yl)cyclopentane-1,3-diamine ClC1=C(C=CC=C1Cl)SC=1N=CC(=NC1C)C1(CC(CC1)N)N